FC1=C(C(=CC=C1)F)C1=CC(=CC2=C1C(=NO2)N2C(N1C(=C2)C([C@@H](C1)NS(=O)(=O)CC)(F)F)=O)OC(F)(F)F N-{(6R)-2-[4-(2,6-difluorophenyl)-6-(trifluoromethoxy)-1,2-benzoxazol-3-yl]-7,7-difluoro-3-oxo-2,5,6,7-tetrahydro-3H-pyrrolo[1,2-c]imidazol-6-yl}ethanesulfonamide